ClC1=C(C=C(C(=O)O)C=C1)N1ONOC=C1 4-chloro-3-(2,4-dioxa-pyrimidin-1(2H)-yl)benzoic acid